2,2'-dihydroxy-4,4'-di-methoxybenzophenone OC1=C(C(=O)C2=C(C=C(C=C2)OC)O)C=CC(=C1)OC